Tert-butyl-(S)-2-methyl-4-(4,4,5,5-tetramethyl-1,3,2-dioxaborolan-2-yl)-3,6-Dihydropyridine-1(2H)-carboxylate C(C)(C)(C)OC(=O)N1[C@H](CC(=CC1)B1OC(C(O1)(C)C)(C)C)C